9-phenyl-3-(pyridine-2-yl)-2-(trimethylsilyl)-9H-carbazole C1(=CC=CC=C1)N1C2=CC=CC=C2C=2C=C(C(=CC12)[Si](C)(C)C)C1=NC=CC=C1